2,4-dinitropyridine [N+](=O)([O-])C1=NC=CC(=C1)[N+](=O)[O-]